6-(3-fluorophenyl)indolo[1,2-a]quinoxaline FC=1C=C(C=CC1)C=1C=2N(C=3C=CC=CC3N1)C1=CC=CC=C1C2